(3,3-dimethoxycyclobutane-1,1-diyl)dimethanol COC1(CC(C1)(CO)CO)OC